C(C)(C)(C)OC(=O)N1C(C(C2=CC(=CC=C12)CBr)=O)=O 5-(bromomethyl)-2,3-dioxoindoline-1-carboxylic acid tert-butyl ester